(2-((4-bromo-3-ethylphenoxy)methoxy)ethyl)trimethylsilane BrC1=C(C=C(OCOCC[Si](C)(C)C)C=C1)CC